C(#N)C=1C=C(C(=NC1)[C@H](C)NC([C@H](C)C=1C(NC2=CC=C(C(=C2C1C)F)F)=O)=O)F |o1:12| Rel-(2R*)-N-[(1S)-1-(5-cyano-3-fluoropyridin-2-yl)ethyl]-2-(5,6-difluoro-4-methyl-2-oxo-1H-quinolin-3-yl)propanamide